BrC1=C(NC2=C1C(NC(C2)(C)C)=O)C2=CC(=NC=C2)NC(CC2=CC=C(C=C2)F)=O N-[4-(3-bromo-6,6-dimethyl-4-oxo-4,5,6,7-tetrahydro-1H-pyrrolo[3,2-c]pyridin-2-yl)pyridin-2-yl]-2-(4-fluorophenyl)acetamide